1-(4-(2-((4,4-difluorocyclohexyl)amino)-6-(4-methylthiazol-2-yl)pyridin-4-yl)-4-hydroxypiperidin-1-yl)ethan-1-one FC1(CCC(CC1)NC1=NC(=CC(=C1)C1(CCN(CC1)C(C)=O)O)C=1SC=C(N1)C)F